C1(=CC=CC=C1)C1=NC2=CC(=NC=C2C=C1)C#N 2-phenyl-1,6-naphthyridine-7-carbonitrile